FC1=CC=C2C=C(C=C(C2=C1C#C[Si](C(C)C)(C(C)C)C(C)C)CO)OCOC (7-fluoro-3-(methoxymethoxy)-8-((triisopropylsilyl)ethynyl)naphthalen-1-yl)methanol